C[C@@H]1CN(C[C@@H](C1)C1=C2C=CC=NC2=C(C=C1)C(F)(F)F)C(C)O (cis-3-Methyl-5-(8-trifluoromethyl-quinolin-5-yl)-piperidin-1-yl)-ethanol